8-Chloro-3-(2-hydroxy-ethyl)-indolizine-1-carboxylic acid (4,4-difluoro-cyclohexyl-methyl)-amide FC1(CCC(CC1)CNC(=O)C=1C=C(N2C=CC=C(C12)Cl)CCO)F